piperidine-1,2-dicarboxylic acid 1-tert-butyl ester 2-methyl ester COC(=O)C1N(CCCC1)C(=O)OC(C)(C)C